ClC1=C(C(=CC=C1)Cl)C=1C(C2=C(N=C(N=C2)NC=2C=C3CCN(CC3=CC2)C)N(C1)C)=O 6-(2,6-dichlorophenyl)-8-methyl-2-[(2-methyl-1,2,3,4-tetrahydroisoquinolin-6-yl)amino]pyrido[2,3-d]pyrimidin-5(8H)-one